C(C1=CC=CC=C1)C1=CC=C(C=C1)C1=C(C=CC=C1)C1=CC=CC=C1 4-benzylphenylbiphenyl